2-amino-5-(4-(2-(3,5-difluorophenyl)-2-hydroxyacetamido)-5-fluoro-2-methyl-phenyl)-N-isopropylnicotinamide NC1=C(C(=O)NC(C)C)C=C(C=N1)C1=C(C=C(C(=C1)F)NC(C(O)C1=CC(=CC(=C1)F)F)=O)C